O(C(=S)SC#CC)CCCC butyl propynyl xanthate